C(C)(C)(C)OC(=O)N1C2=C(OCC1)C=C(C=N2)C=C 7-vinyl-2,3-dihydro-4H-pyrido[3,2-b][1,4]Oxazine-4-carboxylic acid tert-butyl ester